C(\C=C/C(=O)OC)(=O)OC Dimethyl (Z)-but-endioate